C(C)(=O)C=1C=C(C(=O)NC2=CC(=C(C=C2)C)Br)C=CN1 2-acetyl-N-(3-bromo-4-methylphenyl)isonicotinamide